[1,4]Diazepine-4-sulfonamide N=1C=CN(C=CC1)S(=O)(=O)N